3-(4-ethylpiperazin-1-yl)-2-nitroaniline C(C)N1CCN(CC1)C=1C(=C(N)C=CC1)[N+](=O)[O-]